C(C)C=1C(=C2C=NNC2=C(C1F)F)C1=CC=2N(C=C1)N=C(C2)NC(=O)[C@H]2[C@H](C2)F (1S,2S)-N-(5-(5-ethyl-6,7-difluoro-1H-indazol-4-yl)pyrazolo[1,5-a]pyridin-2-yl)-2-fluorocyclopropane-1-carboxamide